Benzyl 4-{[(tert-butoxy)carbonyl]amino}-2,2-dimethyl-3-oxopentanoate C(C)(C)(C)OC(=O)NC(C(C(C(=O)OCC1=CC=CC=C1)(C)C)=O)C